6-(4-(((2-(2,6-dioxopiperidin-3-yl)-1,3-dioxoisoindolin-5-yl)methyl)(methyl)amino)piperidin-1-yl)-2-(4-phenoxyphenyl)nicotinamide O=C1NC(CCC1N1C(C2=CC=C(C=C2C1=O)CN(C1CCN(CC1)C1=NC(=C(C(=O)N)C=C1)C1=CC=C(C=C1)OC1=CC=CC=C1)C)=O)=O